BrC=1C(=CC2=C(NC(C(CS2)CCCC)=O)C1)OC 7-bromo-3-butyl-8-methoxy-2,3-dihydro-1,5-benzo-1,5-thiaazepin-4(5H)-one